(R)-N7-(3-Cyano-4-fluorophenyl)-6-methyl-N1-((R)-1,1,1-trifluoropropan-2-yl)-5,6-dihydroimidazo[1,5-a]pyrazine-1,7(8H)-dicarboxamide C(#N)C=1C=C(C=CC1F)NC(=O)N1CC=2N(C[C@H]1C)C=NC2C(=O)N[C@@H](C(F)(F)F)C